Fmoc-tert-leucine C(=O)(OCC1C2=CC=CC=C2C2=CC=CC=C12)N[C@@H](C(C)(C)C)C(=O)O